FC1CC(NC1)C(=O)NC1=CC=CC=C1 4-fluoro-N-phenylpyrrolidine-2-carboxamide